(4-bromo-2,3-difluorophenyl)(cyclopropyl)sulfane tert-butyl-3-(4-(3-(methoxycarbonyl)-7-methyl-6,7-dihydro-5H-benzo[7]annulen-9-yl)benzyl)pyrrolidine-1-carboxylate C(C)(C)(C)OC(=O)N1CC(CC1)CC1=CC=C(C=C1)C1=CC(CCC2=C1C=CC(=C2)C(=O)OC)C.BrC2=C(C(=C(C=C2)SC2CC2)F)F